5-methyl-3,4-diphenyl-4,5-dihydroisoxazole-5-ol CC1(C(C(=NO1)C1=CC=CC=C1)C1=CC=CC=C1)O